2-Vinylphenylphosphonic acid C(=C)C1=C(C=CC=C1)P(O)(O)=O